9-(4'-(2,6-diphenylpyrimidin-4-yl)-[1,1'-biphenyl]-4-yl)-9H-carbazole C1(=CC=CC=C1)C1=NC(=CC(=N1)C1=CC=C(C=C1)C1=CC=C(C=C1)N1C2=CC=CC=C2C=2C=CC=CC12)C1=CC=CC=C1